2-fluoro-4-methyl-benzamide FC1=C(C(=O)N)C=CC(=C1)C